CN1C(N(C2=C1C=C(C=C2)C2CCN(CC2)CCCNC)C2C(NC(CC2)=O)=O)=O 3-[3-methyl-5-[1-[3-(methylamino)propyl]-4-piperidyl]-2-oxo-benzimidazol-1-yl]piperidine-2,6-dione